Cl.C1N(CC12CCNCC2)C2=NC=NC=C2OC2=C(C(=O)N(C1=CC=CC=C1)C1=CC=CC=C1)C=C(C=C2)F ((4-(2,7-diazaspiro[3.5]non-2-yl)pyrimidin-5-yl)oxy)-5-fluoro-N,N-diphenylbenzamide hydrochloride